FC1=NC=CC(=C1)C=1C(=C2CCCC2=CC1)NC1=NC(=NN1COCC[Si](C)(C)C)S(=O)(=O)N1CCC(CC1)N(CCCO)C 3-[[1-[[5-[[5-(2-fluoro-4-pyridyl)indan-4-yl]amino]-1-(2-trimethylsilylethoxymethyl)-1,2,4-triazol-3-yl]sulfonyl]-4-piperidinyl]-methyl-amino]propan-1-ol